CS(=O)(=O)C1=CC=CC(=N1)NC1=C(C=NC(=C1)NC(C)=O)C1=NC=C(C=C1)OC1COCC1 N-(4'-((6-(methylsulfonyl)pyridin-2-yl)amino)-5-((tetrahydrofuran-3-yl)oxy)-[2,3'-bipyridin]-6'-yl)acetamide